bromophosphorus Br[P]